C(=C)C1=CC=C(CN2N=NN=C2C2=CC(=CC=C2)C2=NN=NN2)C=C1 1-(4-vinylbenzyl)-5,5'-(1,3-phenylene)bis(1H-tetrazole)